C(CCC)[Sn](C1=CN2C(S1)=C(N=C2)C(=O)[O-])(CCCC)CCCC 2-tributylstannylimidazo[5,1-b]thiazole-7-carboxylate